C(C)NC(=O)N1[C@@H]([C@@H](CCC1)C1=CC=NN1)CO[C@@H]1CC[C@@H](CC1)C(C)C (2S,3R)-N-ethyl-2-((((CIS)-4-isopropylcyclohexyl)oxy)methyl)-3-(1H-pyrazol-5-yl)piperidine-1-carboxamide